5,11b-(epiminoethano)phenanthro[3,2-d]thiazol-9-amine C1C23C4=CC=5N=C(SC5C=C4C=C(C2=CC=C1)NCC3)N